C12COCC(CNC1)O2 3,9-dioxa-7-azabicyclo[3.3.1]nonan